((2S,3R,6R)-2,6-Dimethyl-3-(((5-(trifluoromethyl)pyridin-2-yl)amino)methyl)morpholino)(6-methyl-3-(pyrimidin-2-yl)pyridin-2-yl)methanone C[C@@H]1O[C@@H](CN([C@@H]1CNC1=NC=C(C=C1)C(F)(F)F)C(=O)C1=NC(=CC=C1C1=NC=CC=N1)C)C